3-(1H-benzo[d]imidazol-2-yl)-4-((1-methylpiperidin-4-yl)oxy)-N-(4-(pyrazin-2-yl)phenyl)aniline N1C(=NC2=C1C=CC=C2)C=2C=C(NC1=CC=C(C=C1)C1=NC=CN=C1)C=CC2OC2CCN(CC2)C